ethyl 2-(2'-fluoro-6'-(trifluoromethyl)-2,3,4,5-tetrahydro-[1,1'-biphenyl]-4-yl)acetate FC1=C(C(=CC=C1)C(F)(F)F)C=1CCC(CC1)CC(=O)OCC